4-(3-(pyridin-2-yl)benzyl)quinoline-3,4-diamine N1=C(C=CC=C1)C=1C=C(CC2(C(C=NC3=CC=CC=C23)N)N)C=CC1